1-(((R)-7-((R)-3-Cyclobutyl-2-methylpropanoyl)-10-hydroxy-7-azaspiro[4.5]decan-10-yl)methyl)-4-cyclopropyl-5-(piperazin-1-carbonyl)pyridin-2(1H)-on C1(CCC1)C[C@H](C(=O)N1CC2(CCCC2)[C@@](CC1)(O)CN1C(C=C(C(=C1)C(=O)N1CCNCC1)C1CC1)=O)C